ClC=1C=CC(=C(C1)C1=CC(=C(N=N1)OCC1CC(C1)(C)O)NC1=CC(=NC=C1)NC(CCN1CCN(CC1)C)=O)F N-(4-{[6-(5-chloro-2-fluorophenyl)-3-[(3-hydroxy-3-methylcyclobutyl)methoxy]pyridazin-4-yl]amino}pyridin-2-yl)-3-(4-methylpiperazin-1-yl)propanamide